4-(((1-(azetidin-3-yl)-1H-pyrazol-4-yl)methyl)amino)-2-(2,6-dioxopiperidin-3-yl)isoindoline-1,3-dione N1CC(C1)N1N=CC(=C1)CNC1=C2C(N(C(C2=CC=C1)=O)C1C(NC(CC1)=O)=O)=O